(1R,3S)-3-((R)-7-(4-Bromo-3-(trifluoromethyl)benzoyl)-2-(isopropylamino)-6-methyl-4-oxo-5,6,7,8-tetrahydropyrido[3,4-d]pyrimidin-3(4H)-yl)-N-methylcyclopentanecarboxamide BrC1=C(C=C(C(=O)N2CC=3N=C(N(C(C3C[C@H]2C)=O)[C@@H]2C[C@@H](CC2)C(=O)NC)NC(C)C)C=C1)C(F)(F)F